C(C=C)(=O)OC1C(C=C(C=C1)CC=C)OC dihydroeugenol acrylate